C(C)(C)(C)OC(=O)N(C(=O)OC(C)(C)C)C[C@@H]1C[C@H](C(N1CC(=O)OC(C)(C)C)=O)N1C(C=CC1=O)=O tert-butyl [(3R,5S)-5-{[bis(tert-butoxycarbonyl)amino] methyl}-3-(2,5-dioxo-2,5-dihydro-1H-pyrrol-1-yl)-2-oxopyrrolidin-1-yl]acetate